N(CCO)(CCO)CCO 2,2',2''-NITRILOTRIS[ETHANOL]